oxygen carbon [C].[O]